3-(1-(2-(3-(prop-2-yl)-5H,6H,7H-pyrrolo[2,1-c][1,2,4]triazol-7-yl)ethyl)pyrrolidin-3-yl)-1H-indole CC(C)C=1N2C(=NN1)C(CC2)CCN2CC(CC2)C2=CNC1=CC=CC=C21